ClC1=CC(=C(C=C1)C#CCC1=CC=CC=C1)N=C=O (4-chloro-2-isocyanatophenyl)-3-phenylpropyne